CC(C(=O)N)CCCCCC\C=C/CCCCCCCC methyloleamide